O1COC2=C1C=CC(=C2)CN2C1=C(SCC2=O)C=C(C=C1)C(=O)O 4-(benzo[d][1,3]dioxol-5-ylmethyl)-3-oxo-3,4-dihydro-2H-benzo[b][1,4]thiazine-7-carboxylic acid